C(C)(C)C=1C(=CC2=C(N(C(N2)=O)C2CCN(CC2)C)C1)C=1C=C(C=2N(C1)N=CN2)OC 6-isopropyl-5-(8-methoxy-[1,2,4]triazolo[1,5-a]pyridin-6-yl)-1-(1-methylpiperidin-4-yl)-1,3-dihydro-2H-benzo[d]imidazol-2-one